tert-butyl 4-(4-(4-((5-(tert-butyl)-1,2,4-oxadiazole-3-carboxamido)methyl)-3-methylphenyl) pyrimidin-5-yl)piperazine-1-carboxylate C(C)(C)(C)C1=NC(=NO1)C(=O)NCC1=C(C=C(C=C1)C1=NC=NC=C1N1CCN(CC1)C(=O)OC(C)(C)C)C